F[C@H]1[C@H](C(CN(C1)C1=NC=CC(=N1)NC=1N=CC2=C(C=CC(=C2C1)OC)N1CC(C1)CS(=O)(=O)C)(C)C)O (4S,5R)-5-fluoro-1-[4-({8-[3-(methanesulfonyl-methyl)azetidin-1-yl]-5-methoxy-isoquinolin-3-yl}amino)pyrimidin-2-yl]-3,3-dimethyl-piperidin-4-ol